(R)-N-(2-(4-Cyanothiazolidin-3-yl)-2-oxoethyl)-6-(6-methylpyridin-3-yl)-quinoline-4-carboxamide C(#N)[C@H]1N(CSC1)C(CNC(=O)C1=CC=NC2=CC=C(C=C12)C=1C=NC(=CC1)C)=O